3-((3-nitropyridin-4-yl)amino)piperidine-1-carboxylic acid tert-butyl ester C(C)(C)(C)OC(=O)N1CC(CCC1)NC1=C(C=NC=C1)[N+](=O)[O-]